C(CCC)C1=CC(=C(C=2N1N=CN2)C(NCC(=O)O)=S)O 2-[5-butyl-7-hydroxy[1,2,4]triazolo[1,5-a]pyridine-8-thiocarboxamido]acetic acid